5-Amino-3-[2,3-difluoro-4-[([3-[4-(trifluoromethyl)bicyclo[2.2.1]heptan-1-yl]-1,2-oxazol-5-yl]carbamoyl)methyl]phenyl]-1-(1-methylcyclopropyl)pyrazole-4-carboxamide NC1=C(C(=NN1C1(CC1)C)C1=C(C(=C(C=C1)CC(NC1=CC(=NO1)C12CCC(CC1)(C2)C(F)(F)F)=O)F)F)C(=O)N